NCCOCCOCCC(=O)NC1=C(C(=O)NC2=NN(C=C2)C)C=CC=C1 2-(3-(2-(2-aminoethoxy)ethoxy)propan-amido)-N-(1-methyl-1H-pyrazol-3-yl)benzamide